S1C=CC2=NC=CC(=C21)C(=O)N2CC1(C2)CC(C1)NC(=O)NC1=CC(=CC=C1)C(F)(F)F 1-(2-(thieno[3,2-b]pyridine-7-carbonyl)-2-azaspiro[3.3]heptan-6-yl)-3-(3-(trifluoromethyl)phenyl)urea